2-chloro-6-(pyrrolidin-1-yl)pyrimidine-4-carbonitrile ClC1=NC(=CC(=N1)C#N)N1CCCC1